CN1CC2=CC(=CC(=C2CC1)C)C=1N=C(C(=NC1)N)OC=1C=NN(C1)C(C)C 5-(2,5-dimethyl-1,2,3,4-tetrahydroisoquinolin-7-yl)-3-(1-isopropyl-1H-pyrazol-4-yloxy)pyrazin-2-amine